FC(OC1=C(C=C(C=C1)[N+](=O)[O-])C1=CC=CC=C1)F 2-(difluoromethoxy)-5-nitro-1,1'-biphenyl